ClC=1C=C2C(=C(N1)Cl)OCC2 5,7-dichloro-2,3-dihydrofuro[2,3-c]pyridine